BrC=1C(=CC2=C(OCO2)C1)COC1=C(C=C(C=C1)C1C=2C(NC(C1)=O)=NNC2)OC 4-{4-[(6-Bromo-2H-1,3-benzodioxol-5-yl)methoxy]-3-methoxyphenyl}-2H,4H,5H,6H,7H-pyrazolo[3,4-b]pyridin-6-one